4-hydroxy-3-hexoxy-1-propenylbenzene OC1=C(C=C(C=C1)C=CC)OCCCCCC